C1C(C)O1 propylene oxide